6-(benzyloxy)-3-[1-(2,4-dimethoxybenzyl)-4-(1H-indol-3-yl)-2,5-dioxo-2,5-dihydro-1H-pyrrol-3-yl]-5-fluoro-1H-indole-1-carboxylic acid tert-butyl ester C(C)(C)(C)OC(=O)N1C=C(C2=CC(=C(C=C12)OCC1=CC=CC=C1)F)C=1C(N(C(C1C1=CNC2=CC=CC=C12)=O)CC1=C(C=C(C=C1)OC)OC)=O